C(#N)C1=C(C=C(C=C1)C1=NC(=CC2=CC=C(C=C12)C1=C(C=CC=C1C(F)(F)F)F)N1CCC(CC1)NC([O-])=O)F (1-(1-(4-cyano-3-fluorophenyl)-7-(2-fluoro-6-(trifluoromethyl)phenyl)isoquinolin-3-yl)piperidin-4-yl)carbamate